benzyl (S)-4-(3-(3-cyanophenyl)-2-((4-methylphenyl)sulfonamido)propanoyl)piperazine-1-carboxylate C(#N)C=1C=C(C=CC1)C[C@@H](C(=O)N1CCN(CC1)C(=O)OCC1=CC=CC=C1)NS(=O)(=O)C1=CC=C(C=C1)C